2-(1-(2-Cyanophenyl)-1-(1-methyl-1H-pyrazol-4-yl)propan-2-yl)-1-isopropyl-5-methoxy-6-oxo-1,6-dihydropyrimidine-4-carboxylic acid C(#N)C1=C(C=CC=C1)C(C(C)C=1N(C(C(=C(N1)C(=O)O)OC)=O)C(C)C)C=1C=NN(C1)C